FC1(CC(C1)NCC1=CC=C(C=C1)F)F (3,3-difluorocyclobutyl)(4-fluorophenyl)methylamine